N-(8-fluoro-2-methylimidazo[1,2-a]pyridin-6-yl)-2-methoxy-5-(1,2,3,6-tetrahydropyridin-4-yl)quinoline-8-carboxamide FC=1C=2N(C=C(C1)NC(=O)C=1C=CC(=C3C=CC(=NC13)OC)C=1CCNCC1)C=C(N2)C